(cyclopentadienyl)(2-dimethylamino-fluorenyl)zirconium dichloride [Cl-].[Cl-].C1(C=CC=C1)[Zr+2]C1=C(C=CC=2C3=CC=CC=C3CC12)N(C)C